NC=1C=C2C(=NC1)N(C(N2C)=O)C(C)C 6-amino-3-isopropyl-1-methyl-1H-imidazo[4,5-b]pyridin-2(3H)-one